BrC1=CC(=C(C=C1C)C=1OC2=C(C=CC=C2C(C1)=O)Cl)OCC(=O)N1C[C@@H](CC1)O 2-[4-bromo-2-[2-[(3R)-3-hydroxypyrrolidin-1-yl]-2-oxo-ethoxy]-5-methyl-phenyl]-8-chloro-chromen-4-one